C(C)N1N=C(N=N1)NC(C1=C(C=CC=C1)I)=O N-(2-ethyl-2H-tetrazole-5-yl)-2-iodobenzamide